5-Amino-3-(4-(2-((5-(2-fluorophenyl)isoxazol-3-yl)amino)-2-oxoethyl)phenyl)-1-isopropyl-1H-pyrazole-4-carboxamide NC1=C(C(=NN1C(C)C)C1=CC=C(C=C1)CC(=O)NC1=NOC(=C1)C1=C(C=CC=C1)F)C(=O)N